(R)-5-((3S,5R,9R,10S,13R,17R)-3-amino-10,13-dimethyl-2,3,4,5,6,7,9,10,11,12,13,15,16,17-tetradecahydro-1H-cyclopenta[a]phenanthren-17-yl)-2-methylhexan-2-ol N[C@H]1CC[C@@]2([C@H]3CC[C@@]4([C@H](CCC4=C3CC[C@@H]2C1)[C@@H](CCC(C)(O)C)C)C)C